2-(4-cyclopropyl-6-ethoxypyrimidin-5-yl)-9-([4-[5-methyl-3-(trifluoromethyl)pyrazol-1-yl]phenyl]methyl)-7H-purin-8-one C1(CC1)C1=NC=NC(=C1C1=NC=C2NC(N(C2=N1)CC1=CC=C(C=C1)N1N=C(C=C1C)C(F)(F)F)=O)OCC